Tetrabutylammonium Bromate Br(=O)(=O)[O-].C(CCC)[N+](CCCC)(CCCC)CCCC